ClC1=C(C=C(C=C1)C1=CN(C2=NC(=CC=C21)C(=O)N2C(CN(CC2)C2=NC(=C(C(=O)O)C(=C2)C)C)(C)C)CC)F 6-(4-(3-(4-chloro-3-fluorophenyl)-1-ethyl-1H-pyrrolo[2,3-b]pyridine-6-carbonyl)-3,3-dimethylpiperazin-1-yl)-2,4-dimethylnicotinic acid